NC=1C(=C(C=C2C=C(N=CC12)NC(=O)NC1CCCC1)C1=C(C2=C(OCCN2)N=C1)C)F 1-(8-Amino-7-fluoro-6-(8-methyl-2,3-dihydro-1H-pyrido[2,3-b][1,4]oxazin-7-yl)isoquinolin-3-yl)-3-cyclopentylurea